C(C)(C)(C)OC(=O)N[C@@H]1C(N(C2=C(OC1)C=CC(=C2)OCC(=O)O)C)=O (S)-2-((3-((tert-butoxycarbonyl)amino)-5-methyl-4-oxo-2,3,4,5-tetrahydrobenzo[b][1,4]oxazepin-7-yl)oxy)acetic acid